2-amino-5-(ethylthio)-1,3,4-thiadiazole NC=1SC(=NN1)SCC